(E)-N'-[8-bromo-6-[6,7-difluoro-1-(oxan-2-yl)indazole-4-carbonyl]-3-fluoroquinolin-5-yl]-N,N-dimethylmethanimidamide BrC=1C=C(C(=C2C=C(C=NC12)F)/N=C/N(C)C)C(=O)C=1C=2C=NN(C2C(=C(C1)F)F)C1OCCCC1